5-[4-(2-acetylbenzoylamino)phenyl]-1H-naphtho[1,2-b][1,4]diazepine C(C)(=O)C1=C(C(=O)NC2=CC=C(C=C2)N2C3=C(NCC=C2)C2=CC=CC=C2C=C3)C=CC=C1